3'-methyl-[1,1'-biphenyl]-4-carboxylic acid CC=1C=C(C=CC1)C1=CC=C(C=C1)C(=O)O